3-[N-Tris(hydroxymethyl)methylamino]-2-hydroxypropanesulfonic acid sodium salt [Na+].OCC(NCC(CS(=O)(=O)[O-])O)(CO)CO